C1=C(C=CC=2OC3=C(C21)C=CC=C3)N 2-dibenzofuranylamine